FC=1C=CC(=C(C1)C1=CC(=CN=N1)C1=CC=C(C=C1)N1CCN(CC1)CC(=O)OC(C)(C)C)O Tert-butyl 2-(4-(4-(6-(5-fluoro-2-hydroxyphenyl)pyridazin-4-yl)phenyl)piperazin-1-yl)acetate